(4-hydroxycyclohexyl)isoindoline-1,3-dione OC1CCC(CC1)N1C(C2=CC=CC=C2C1=O)=O